(2S)-2-[[3-isopropyl-8-[(4-phenylphenyl)methylamino]-[1,2,4]triazolo[4,3-b]pyridazin-6-yl]amino]butan-1-ol C(C)(C)C1=NN=C2N1N=C(C=C2NCC2=CC=C(C=C2)C2=CC=CC=C2)N[C@H](CO)CC